2-(4-(4-fluorobenzyl)-6-methylpyridin-2-yl)-4-((1-methyl-1H-pyrazol-4-yl)methyl)morpholine FC1=CC=C(CC2=CC(=NC(=C2)C)C2CN(CCO2)CC=2C=NN(C2)C)C=C1